[N+](=O)([O-])C1=C(C=CC(=C1)[N+](=O)[O-])N\N=C\CN(C(OCC1=CC=CC=C1)=O)C benzyl (E)-(2-(2-(2,4-dinitrophenyl)hydrazineylidene) ethyl)(methyl)carbamate